NC([C@H](C[C@H]1C(NCC1)=O)NC(C(=CC1=CC(=CC=C1)F)NC(CCC1=CC(=CC(=C1)F)F)=O)=O)=O (S)-N-((S)-1-amino-1-oxo-3-((S)-2-oxopyrrolidin-3-yl)propan-2-yl)-2-(3-(3,5-difluorophenyl)-propanamido)-3-(3-fluorophenyl)propenamide